2-[1-[4-[3-(cyclobutoxy)phenyl]-2,6-difluoro-phenyl]-4-piperidinyl]acetic acid C1(CCC1)OC=1C=C(C=CC1)C1=CC(=C(C(=C1)F)N1CCC(CC1)CC(=O)O)F